methyl 3-(9-((4-(aminomethyl)-2-(2-hydroxyethyl)phenyl)carbamoyl)-4,5-dihydrobenzo[b]thieno[2,3-d]oxepin-8-yl)-6-(propylcarbamoyl)picolinate NCC1=CC(=C(C=C1)NC(=O)C1=CC2=C(OCCC3=C2SC=C3)C=C1C=1C(=NC(=CC1)C(NCCC)=O)C(=O)OC)CCO